1,3-diimidazolyl-benzene tert-butyl-(6-chloro-3-isopropylimidazo[1,2-b]pyridazin-8-yl)(3-(trifluoromethoxy)phenyl)carbamate C(C)(C)(C)OC(N(C1=CC(=CC=C1)OC(F)(F)F)C=1C=2N(N=C(C1)Cl)C(=CN2)C(C)C)=O.N2C(=NC=C2)C2=CC(=CC=C2)C=2NC=CN2